C(C)N1C(NC2=C(C1=C=O)N=CC(=C2)CN2CCC(=CC2)C=2C=NC(=CC2)C(=O)NC)=C=O 1'-((3-Ethyl-2,4-dicarbonyl-1,2,3,4-tetrahydropyrido[3,2-d]pyrimidin-7-yl)methyl)-N-methyl-1',2',3',6'-Tetrahydro-[3,4'-bipyridine]-6-carboxamide